N-(2-(tert-Butyldimethylsilyloxy)propylidene)-1-(4-methoxyphenyl)methanamine [Si](C)(C)(C(C)(C)C)OC(C=NCC1=CC=C(C=C1)OC)C